2,2-bis(3-nitro-4-fluorophenyl)hexafluoropropane [N+](=O)([O-])C=1C=C(C=CC1F)C(C(F)(F)F)(C(F)(F)F)C1=CC(=C(C=C1)F)[N+](=O)[O-]